1'-tert-butyl 6-methyl 5-fluoro-3',6'-dihydro-2'H-[3,4'-bipyridine]-1',6-dicarboxylate FC=1C=C(C=NC1C(=O)OC)C=1CCN(CC1)C(=O)OC(C)(C)C